4-(2-acryloxyethoxy)benzophenone C(C=C)(=O)OCCOC1=CC=C(C(=O)C2=CC=CC=C2)C=C1